C(C)O[Si](CCCN)(OCC)OCC 3-(triethoxysilyl)-propylamine